6-chloro-4-((4-(4-cyclopropyl-2-oxopiperazin-1-yl)phenyl)amino)pyridazine-3-carboxylic acid methyl ester COC(=O)C=1N=NC(=CC1NC1=CC=C(C=C1)N1C(CN(CC1)C1CC1)=O)Cl